1-(4-(4-((2-((3-Aminophenyl)amino)-5-fluoropyrimidin-4-yl)amino)-3-methoxyphenyl)piperazin-1-yl)ethanone NC=1C=C(C=CC1)NC1=NC=C(C(=N1)NC1=C(C=C(C=C1)N1CCN(CC1)C(C)=O)OC)F